para-aminomethyl-benzoic acid NCC1=CC=C(C(=O)O)C=C1